bis(2-oxo-3-oxazolidinyl)phosphine chloride [Cl-].O=C1OCCN1PN1C(OCC1)=O